6-(1-Acetyl-3-methylpyrrolidin-3-yl)-8-bromo-4-(((R)-1-(3-(difluoromethyl)-2-fluorophenyl)ethyl)amino)-2-methylpyrido[4,3-d]pyrimidine-7(6H)-one C(C)(=O)N1CC(CC1)(C)N1C=C2C(N=C(N=C2N[C@H](C)C2=C(C(=CC=C2)C(F)F)F)C)=C(C1=O)Br